(2R,4S)-4-(((TERT-BUTYLDIPHENYLSILYL)OXY)METHYL)HEX-5-EN-2-YL METHANESULFONATE CS(=O)(=O)O[C@H](C)C[C@@H](C=C)CO[Si](C1=CC=CC=C1)(C1=CC=CC=C1)C(C)(C)C